OC1=C(C=C(C=C1)CC(=O)C1=C(C=C(C=C1O)O)O)OC (4-hydroxy-3-methoxyphenyl)-1-(2,4,6-trihydroxyphenyl)ethanone